tert-butyl (3-(2-bromo-5-fluorobenzyl)oxetan-3-yl)carbamate BrC1=C(CC2(COC2)NC(OC(C)(C)C)=O)C=C(C=C1)F